BrC=1C=C(C=CC1[N+](=O)[O-])C(C(=O)OCC)C(C)=O ethyl 2-(3-bromo-4-nitrophenyl)-3-oxobutanoate